9-((1s,4s)-4-(aminomethyl)cyclohexyl)-N8-(3-chlorophenyl)-N2-(2,2,2-trifluoroethyl)-9H-purine-2,8-diamine NCC1CCC(CC1)N1C2=NC(=NC=C2N=C1NC1=CC(=CC=C1)Cl)NCC(F)(F)F